tert-butyl (R)-3-(((1H-1,2,3-triazol-4-yl)methoxy)methyl)-4-(3-fluoro-4-(trifluoro methoxy)benzyl)piperazine-1-carboxylate N1N=NC(=C1)COC[C@H]1CN(CCN1CC1=CC(=C(C=C1)OC(F)(F)F)F)C(=O)OC(C)(C)C